[Cl-].C1(=C(C(=C(C(=C1[2H])[2H])[2H])[2H])[2H])C1=C(C(=CC=C1)C1=C(C(=C(C(=C1[2H])[2H])[2H])[2H])[2H])[N+]1=CN(C2=C1C=CC=C2)C2=CC(=CC=C2)OC2=CC=1N(C3=CC=CC(=C3C1C=C2)Cl)C2=NC=CC(=C2)C(C)(C)C 3-([1,1':3',1''-Terphenyl]-2'-yl-2,2'',3,3'',4,4'',5,5'',6,6''-d10)-1-(3-((9-(4-(tert-butyl)pyridin-2-yl)-5-chloro-9H-carbazol-2-yl)oxy)phenyl)-1H-benzo[d]imidazol-3-ium chloride